BrCC=1C=C(C=CC1)CC#N (3-bromomethyl-phenyl)-acetonitrile